2-amino-1,3,5-triazine-4,6-dithiol NC1=NC(=NC(=N1)S)S